C(C)(C)P(C=CCCP(C(C)C)C(C)C)C(C)C 1,4-bis(diisopropylphosphino)butaneN